C(C1=CC=CC=C1)N(C(=O)C1=CC=CC(N1CC1=CC2=NC(=C(C=C2N1)C)N(C(OC(C)(C)C)=O)C(=O)OC(C)(C)C)=O)CC1=NC=C(C=C1)F tert-butyl N-(2-[(6-(benzyl[(5-fluoropyridin-2-yl)methyl]carbamoyl)-2-oxo-1,2-dihydropyridin-1-yl)methyl]-6-methyl-1H-pyrrolo[3,2-b]pyridin-5-yl)-N-[(tert-butoxy)carbonyl]carbamate